BrC1=C(C=C2C(=NC(=NC2=C1F)Cl)N1CC2COCC(C1)N2C(=O)OC(C)(C)C)Cl tert-butyl 7-(7-bromo-2,6-dichloro-8-fluoroquinazolin-4-yl)-3-oxa-7,9-diazabicyclo[3.3.1]nonane-9-carboxylate